C(CC)OC1=C(C=O)C=C(C(=C1)C=O)OCCC 2,5-dipropyloxyterephthalaldehyde